N-silyl-1,2,4-triazole [SiH3]N1N=CN=C1